CN(S(=O)(=O)C)N1C(CN(CC1)C1=NC=CC=C1NC(C)C)C(=O)C=1NC2=CC=CC=C2C1 [N-(methyl)methylsulfonylamino]-2-indolylcarbonyl-4-[3-(isopropylamino)-2-pyridinyl]piperazine